isopropyl 2-((1-(3,6-dimethyl-2-morpholino-4-oxo-3,4-dihydroquinazolin-8-yl)ethyl)amino)benzoate CN1C(=NC2=C(C=C(C=C2C1=O)C)C(C)NC1=C(C(=O)OC(C)C)C=CC=C1)N1CCOCC1